C(C)(C)(C)OC(=O)N1[C@@H](C[C@H](C1)CC)C(=O)O (2S,4r)-1-(tert-butoxycarbonyl)-4-ethylpyrrolidine-2-carboxylic acid